(E)-1-(2,6,6-trimethylcyclohexa-1,3-dien-1-yl)but-2-en-1-one CC1=C(C(CC=C1)(C)C)C(\C=C\C)=O